((2S,3R,4R)-4-(3,4-dimethoxybenzyl)-2-(3,4,5-trimethoxyphenyl)tetrahydrofuran-3-yl)methylbenzoate COC=1C=C(C[C@@H]2[C@@H]([C@H](OC2)C2=CC(=C(C(=C2)OC)OC)OC)COC(C2=CC=CC=C2)=O)C=CC1OC